6-((6-methoxy-3-methyl-2-oxo-7-phenyl-2,3-dihydro-1H-imidazo[4,5-c]pyridin-1-yl)methyl)pyridine-3-sulfonamide cobalt-vanadium [V].[Co].COC1=C(C2=C(C=N1)N(C(N2CC2=CC=C(C=N2)S(=O)(=O)N)=O)C)C2=CC=CC=C2